CC1=C(OCC(=O)O)C(=CC(=C1)CN1CCN(CC1)CC1=CC=C(C=C1)C(F)(F)F)C 2-(2,6-Dimethyl-4-((4-(4-(trifluoromethyl)benzyl)piperazin-1-yl)methyl)phenoxy)acetic acid